triazinan N1NNCCC1